3-t-butyl-1,2-phenylenediamine C(C)(C)(C)C=1C(=C(C=CC1)N)N